ethyl 2-(3-bromopyridin-2-yl)-2,2-difluoroacetate BrC=1C(=NC=CC1)C(C(=O)OCC)(F)F